N,N-bis(2,2,6,6-tetramethyl-4-piperidinyl)-hexamethylenediamine CC1(NC(CC(C1)N(CCCCCCN)C1CC(NC(C1)(C)C)(C)C)(C)C)C